C(CC(C)C)N1C(C=CC1=O)=O N-isopentyl-maleimide